7-((2-aminocyclohexyl)amino)-1-(isopropylamino)-2,6-naphthyridine-3-carbonitrile NC1C(CCCC1)NC1=NC=C2C=C(N=C(C2=C1)NC(C)C)C#N